3-(chloromethyl)-1H-pyrrolo[2,3-b]pyridine-1-carboxylic acid tert-butyl ester C(C)(C)(C)OC(=O)N1C=C(C=2C1=NC=CC2)CCl